tert-Butyl (1-(4-(2-(2-aminopyridin-3-yl)-5-(6-oxo-1,6-dihydropyridin-2-yl)-3H-imidazo[4,5-b]pyridin-3-yl)benzyl)piperidin-4-yl)carbamate NC1=NC=CC=C1C1=NC=2C(=NC(=CC2)C=2NC(C=CC2)=O)N1C1=CC=C(CN2CCC(CC2)NC(OC(C)(C)C)=O)C=C1